(S)-5-bromo-2-(chloromethyl)-1-(oxetan-2-ylmethyl)-1H-benzo[d]imidazole BrC1=CC2=C(N(C(=N2)CCl)C[C@H]2OCC2)C=C1